COC1=C(CN2CC=3C(=NC=C(C3C2=O)NC2=NC=C(C=C2)N2CCN(CC2)C)C2=C(NC3=CC=CC=C23)C2=CC=CC=C2)C=CC(=C1)OC (2,4-Dimethoxybenzyl)-7-((5-(4-methylpiperazin-1-yl)pyridin-2-yl)amino)-4-(2-phenyl-1H-indol-3-yl)-2,3-dihydro-1H-pyrrolo[3,4-c]pyridin-1-one